N-(2-(((1s,3s)-adamantan-1-yl)amino)-1-(1-ethylpiperidin-4-yl)-2-oxoethyl)-N-(pentadecan-8-yl)heptadecanamide C12(CC3CC(CC(C1)C3)C2)NC(C(C2CCN(CC2)CC)N(C(CCCCCCCCCCCCCCCC)=O)C(CCCCCCC)CCCCCCC)=O